3-benzyl-8-(4-bromophenyl)-3-azabicyclo[3.2.1]Octane C(C1=CC=CC=C1)N1CC2CCC(C1)C2C2=CC=C(C=C2)Br